N-(1-hydroxy-2-methylpropan-2-yl)-2-methyl-5-{[2-(trifluoromethyl)pyridin-3-yl]methoxy}-2H-indazole-3-carboxamide OCC(C)(C)NC(=O)C=1N(N=C2C=CC(=CC12)OCC=1C(=NC=CC1)C(F)(F)F)C